N-(4-benzylthiazol-2-yl)-2-(2-(2,6-dioxopiperidin-3-yl)-3-oxoisoindolin-5-yl)acetamide C(C1=CC=CC=C1)C=1N=C(SC1)NC(CC=1C=C2C(N(CC2=CC1)C1C(NC(CC1)=O)=O)=O)=O